tert-butyl (1R,5R)-2-(2,2,2-trifluoroacetyl)-2,6-diazabicyclo[3.2.0]heptane-6-carboxylate FC(C(=O)N1[C@@H]2CN([C@@H]2CC1)C(=O)OC(C)(C)C)(F)F